N-(2-(4-hydroxy-4-methylpiperidin-1-yl)-5-methylphenyl)-5-(tetrahydro-2H-pyran-4-yl)furan-2-carboxamide OC1(CCN(CC1)C1=C(C=C(C=C1)C)NC(=O)C=1OC(=CC1)C1CCOCC1)C